OP(O)OP(O)O.C(C)(C)(C)C1=C(C(=CC(=C1)C)C(C)(C)C)C(O)(C(CO)(CO)CO)C1=C(C=CC=C1C(C)(C)C)C(C)(C)C 2,6-di-t-butyl-4-methylphenyl-2,6-di-t-butylphenyl-pentaerythritol diphosphite